benzyl (2S,5S)-5-[[4-[1-(benzenesulfonyl)-6-(5-methyl-1,2,4-oxadiazol-3-yl) pyrrolo[2,3-b]pyridin-3-yl]-5-(trifluoromethyl)pyrimidin-2-yl]amino]-2-methyl-piperidine-1-carboxylate C1(=CC=CC=C1)S(=O)(=O)N1C=C(C=2C1=NC(=CC2)C2=NOC(=N2)C)C2=NC(=NC=C2C(F)(F)F)N[C@H]2CC[C@@H](N(C2)C(=O)OCC2=CC=CC=C2)C